3-iodo-2-propynylhexyl carbamate C(N)(OCC(C(CCC)I)C#CC)=O